rel-(3S)-5-[rel-(3S)-6-fluoro-3-methyl-5-[[4-methyl-6-(methylamino)pyrimidin-2-yl]amino]-2,3-dihydrobenzofuran-7-yl]-2,3,4,7-tetrahydro-1H-azepin-3-ol FC1=C(C2=C([C@@H](CO2)C)C=C1NC1=NC(=CC(=N1)C)NC)C=1C[C@@H](CNCC1)O |o1:5,23|